C1(=CC=CC=C1)C(C(=O)C1=CC=C(C=C1)N1CCOCC1)(CC)N(C)C 2-phenyl-2-dimethylamino-1-(4-morpholinophenyl)-1-Butanone